O[C@H]([C@H](CO)NC(C1=CC(=C(C=C1)C)NC1=NC(=NC=C1)C1=CN=CC2=CC=CC=C12)=O)C1=CC=CC=C1 N-[(1S,2S)-1,3-dihydroxy-1-phenylpropan-2-yl]-3-{[2-(isoquinolin-4-yl)pyrimidin-4-yl]amino}-4-methylbenzamide